[N+](=O)([O-])C=1C(=NN(C1C(=O)OC)C(=O)OC(C)(C)C)C(=O)OC 1-tert-butyl 3,5-dimethyl 4-nitropyrazole-1,3,5-tricarboxylate